(R)-6-((1-methylpiperidin-4-yl)oxy)-N-(5-(1,1,1-trifluoropropan-2-yl)-1H-pyrazol-3-yl)pyrazin-2-amine CN1CCC(CC1)OC1=CN=CC(=N1)NC1=NNC(=C1)[C@H](C(F)(F)F)C